C(=CC)C(=O)C Methyl propenyl ketone